1-(4-chloro-2-nitrophenyl)-7-oxa-1-azaspiro[4.4]nonane ClC1=CC(=C(C=C1)N1CCCC12COCC2)[N+](=O)[O-]